3-(2,5-dimethyl-1-(p-tolyl)-1H-pyrrol-3-yl)-6,7,8,9-tetrahydro-5H-[1,2,4]triazolo[4,3-a]-azepine CC=1N(C(=CC1C1=NN=C2N1CCCCC2)C)C2=CC=C(C=C2)C